[N+](=O)(O)[O-].C(C(C)C)(NC(=O)N)NC(=O)N isobutylidenediurea nitrate